CN1N=NN=C1NC(C1=C(C(=C(C=C1)S(=O)(=O)C)COC)Cl)=O N-(1-methyl-tetrazol-5-yl)-2-chloro-3-methoxymethyl-4-methanesulfonylbenzamide